((S)-1-(((S)-4-ethyl-8-fluoro-4-hydroxy-3,14-dioxo-3,4,12,14-tetrahydro-1H-pyrano[3',4':6,7]indolizino[1,2-b]quinolin-9-yl)amino)-1-oxopropan-2-yl)-3-methylbutanamide C(C)[C@]1(C(OCC=2C(N3CC=4C(=NC=5C=C(C(=CC5C4)NC([C@@H](C)C(C(=O)N)C(C)C)=O)F)C3=CC21)=O)=O)O